C(C)(C)(C)OC(=O)N1C(C2=C(CC1)N=C(S2)Br)=O 2-bromo-4-oxo-6,7-dihydrothiazolo[5,4-c]pyridine-5(4H)-carboxylic acid tert-butyl ester